3-{[([3,3'-bipyridine]-5-yl)methyl]amino}-N-[(1S,2S)-2-hydroxycyclohexyl]-4-methylbenzamide N1=CC(=CC(=C1)CNC=1C=C(C(=O)N[C@@H]2[C@H](CCCC2)O)C=CC1C)C=1C=NC=CC1